S-[3-(2,3,5,6-tetrafluoro-4-hydroxy-phenyl)propyl] ethanethioate C(C)(SCCCC1=C(C(=C(C(=C1F)F)O)F)F)=O